3-({[(1R)-6-[(2-methoxyphenyl)(methyl)amino]-1,2,3,4-tetrahydronaphthalen-1-yl]methyl}amino)pyridine-4-carboxylic acid methyl ester COC(=O)C1=C(C=NC=C1)NC[C@@H]1CCCC2=CC(=CC=C12)N(C)C1=C(C=CC=C1)OC